C(C)N(C=NC1=C(C=C(C(=C1)C)C1(COC1)OCCCCC)F)C N-ethyl-N'-(2-fluoro-5-methyl-4-(3-(pentyloxy)oxetan-3-yl)phenyl)-N-methylformimidamide